3-(2-(Acetoxy(tetrahydro-2H-pyran-4-yl)methoxy)-2,2-diphenylacetoxy)spiro[bicyclo[3.2.1]octane-8,1'-pyrrolidin]-8-ium formate C(=O)[O-].C(C)(=O)OC(OC(C(=O)OC1CC2CCC(C1)[N+]21CCCC1)(C1=CC=CC=C1)C1=CC=CC=C1)C1CCOCC1